ClC=1C=C2C=C(NC2=CC1)C(=O)N(C)[C@@H]1COCC=2NC(C=3C=C(C(=CC3C21)F)F)=O (S)-5-chloro-N-(8,9-Difluoro-6-oxo-1,4,5,6-tetrahydro-2H-pyrano[3,4-c]isoquinolin-1-yl)-N-methyl-1H-indole-2-carboxamide